O1CCC(CC1)N1CCN(C2=CC=CC=C12)C(=O)N[C@H]1CN(CC1)C(=O)OC(C)(C)C tert-butyl (R)-3-(4-(tetrahydro-2H-pyran-4-yl)-1,2,3,4-tetrahydroquinoxaline-1-carboxamido)pyrrolidine-1-carboxylate